5-(5-(1-(tert-Butoxycarbonyl)piperidin-4-yl)-3-isopropyl-1H-indol-2-yl)-7-methylpyrazolo[1,5-a]pyridine-3-carboxylic acid ethyl ester C(C)OC(=O)C=1C=NN2C1C=C(C=C2C)C=2NC1=CC=C(C=C1C2C(C)C)C2CCN(CC2)C(=O)OC(C)(C)C